COC=1C=C(C=CC1)[C@H](C)N (S)-1-(3-methoxyphenyl)ethylamine